methyl-[3,5-dichloro-2-(hydroxymethyl)-4-pyridinyl] acetate C(C)(=O)OC1=C(C(=NC(=C1Cl)C)CO)Cl